2-(2,8-dimethylimidazo[1,2-b]pyridazin-6-yl)-7-fluoro-pyrido[1,2-a]pyrimidin-4-one CC=1N=C2N(N=C(C=C2C)C=2N=C3N(C(C2)=O)C=C(C=C3)F)C1